CCCCCCCCCCCCCCCCCCCCCC(=O)O[C@H](COC(=O)CCC/C=C\C/C=C\C/C=C\C/C=C\CCCCC)COP(=O)([O-])OCC[N+](C)(C)C 1-(5Z,8Z,11Z,14Z-eicosatetraenoyl)-2-docosanoyl-glycero-3-phosphocholine